2-chloro-6-(trifluoromethoxy)pyridine ClC1=NC(=CC=C1)OC(F)(F)F